tert-butyl (N-(1-(7-oxo-7,8-dihydro-1,8-naphthyridin-4-yl)piperidin-4-yl)sulfamoyl)carbamate O=C1C=CC=2C(=CC=NC2N1)N1CCC(CC1)NS(=O)(=O)NC(OC(C)(C)C)=O